(1S,9S)-1-((R)-1-(dimethylamino)-3-hydroxypropyl)-9-ethyl-5-fluoro-9-hydroxy-4-methyl-1,2,3,9,12,15-hexahydro-10H,13H-benzo[de]pyrano[3',4':6,7]indolizino[1,2-b]quinoline-10,13-dione CN([C@H](CCO)[C@H]1CCC=2C=3C1=C1C(=NC3C=C(C2C)F)C2=CC3=C(C(N2C1)=O)COC([C@]3(O)CC)=O)C